COC(C(CC1=NC=CC=N1)NC(=O)OC(C)(C)C)=O 2-((Boc)amino)-3-(pyrimidin-2-yl)propanoic acid methyl ester